C12CCCC(C1OC(C=C)=O)C2.C(#N)[C@H]2N(CSC2)C(CNC(=O)C2=CC=NC1=CC=C(C=C21)C2=C(N=C(O2)C)C)=O (R)-N-(2-(4-cyanothiazolidin-3-yl)-2-oxoethyl)-6-(2,4-dimethyloxazol-5-yl)quinoline-4-carboxamide 6-bicyclo[3.1.1]heptanyl-acrylate